BrC=1C(=C(C2=C(NC=N2)C1)C(=O)O)F 6-Bromo-5-fluoro-1H-benzo[d]imidazole-4-carboxylic acid